7-amino-6-fluorobenzo[d]oxazol NC1=C(C=CC=2N=COC21)F